N1N=CC=C2C1=CC=N2 PYRROLO-PYRIDAZIN